6-bromo-3-iodo-2-methylimidazo[1,2-a]pyridine BrC=1C=CC=2N(C1)C(=C(N2)C)I